C(C)OC1=C(C=CC(=C1)N(CC)CC)C1(OC(=O)C2=CC=CN=C12)C1=C(N(C2=CC=CC=C12)CC)C 3-(2-ethoxy-4-diethylaminophenyl)-3-(1-ethyl-2-methylindole-3-yl)-4-azaphthalide